2-Methoxy-6-pyrimidin-5-yl-N-[4-(trifluoromethoxy)phenyl]pyridine-4-carboxamide COC1=NC(=CC(=C1)C(=O)NC1=CC=C(C=C1)OC(F)(F)F)C=1C=NC=NC1